2H-1,2,4-triazole-3-carboxamide N=1NC(=NC1)C(=O)N